FC(C(CC1=NSC(=N1)NC(=O)C1=COC(=C1)C1=CC(=CC=C1)C(F)(F)F)(C)O)(F)F N-(3-(3,3,3-trifluoro-2-hydroxy-2-methylpropyl)-1,2,4-thiadiazol-5-yl)-5-(3-(trifluoro-methyl)phenyl)furan-3-carboxamide